(R)-N-(6-Chlorochroman-3-yl)-3-(6-methoxypyridin-2-yl)-5,6,7,8-tetrahydroimidazo[1,2-a]pyridine-2-carboxamide ClC=1C=C2C[C@H](COC2=CC1)NC(=O)C=1N=C2N(CCCC2)C1C1=NC(=CC=C1)OC